C(C)(C)(C)C=1C=C(C=NO)C=CC1 3-tert-butyl-benzaldehyde oxime